C(C(C)(C)C)(=O)OCO[C@@H]1[C@H](O[C@H]([C@]1(C)F)N1C2=NC(=NC(=C2N=C1)NC)N)COC(CC)=O (((2R,3R,4R,5R)-5-(2-amino-6-(methylamino)-9H-purin-9-yl)-4-fluoro-4-methyl-2-((propionyloxy)methyl)tetrahydrofuran-3-yl)oxy)methyl pivalate